5,6-dihydro-6-methyl-4H-1,3-thiazin-2-Amine CC1CCN=C(S1)N